C1(=CC=C(C=C1)NCC(=O)O)C p-tolylglycine